(2S,4r)-N-[[1-(cyclobutylmethyl)pyrazol-4-yl]methyl]-1-[(2S)-2-(4-cyclopropyltriazol-1-yl)-3,3-dimethyl-butyryl]-4-hydroxy-pyrrolidine-2-carboxamide C1(CCC1)CN1N=CC(=C1)CNC(=O)[C@H]1N(C[C@@H](C1)O)C([C@H](C(C)(C)C)N1N=NC(=C1)C1CC1)=O